CC1(CC2(CC(C2)O)C1)C 6,6-dimethylspiro[3.3]heptan-2-ol